ClC1=CC=C(C=C1)C=1N=C2N(C=CC=N2)C1CN1CC2CCC(C1)N2C(=O)OCC ethyl 3-{[2-(4-chlorophenyl)imidazo[1,2-a]pyrimidin-3-yl]methyl}-3,8-diazabicyclo[3.2.1]octane-8-carboxylate